OC1=C(C=C(C=C1)NC(C1=CC=C(C=C1)COC1=CC=CC=C1)=O)S(=O)(=O)C N-(4-hydroxy-3-(methylsulfonyl)phenyl)-4-(phenoxymethyl)benzamide